N1(CCCCCC1)C1=CC=C2C(=N1)N(N=C2C(=O)OC(C)(C)C)C tert-butyl 6-(azepan-1-yl)-1-methyl-pyrazolo[3,4-b]pyridine-3-carboxylate